FC(F)S(=O)[O-].[Na+] sodium difluoromethyl-sulfinate